ClC1=C2[C@@H]([C@@H](N=C(C2=CC=C1)C=1C=NC2=C(C=CC=C2C1)F)C)C |r| rac-(3S,4S)-5-chloro-1-(8-fluoro-3-quinolyl)-3,4-dimethyl-3,4-dihydroisoquinoline